C(#N)C(C[13C]#N)CCC 3-cyanohexanenitrile-13C